FC(C(=O)OCCCCCCCCCCCCCCCCCC)(C(C(C(F)(F)F)(F)F)(F)F)F n-octadecyl perfluoro-valerate